5-(chloromethyl)-2-phenylthiazole ClCC1=CN=C(S1)C1=CC=CC=C1